(2R,4R)-1-(tert-Butoxycarbonyl)-4-propoxypyrrolidine-2-carboxylic acid C(C)(C)(C)OC(=O)N1[C@H](C[C@H](C1)OCCC)C(=O)O